N1N=CC2=CC(=CC=C12)NC1=NC(=NC=C1)C=1C=C2CN(CC2=CC1)C(=O)NC1=CN=NC=C1 5-(4-((1H-indazol-5-yl)amino)pyrimidin-2-yl)N-(pyridazin-4-yl)isoindoline-2-carboxamide